NC=1N=C(C2=C(N1)CN(C2=O)CC2=CC=C(C=C2)CN2CCCC2)NCCCC 2-amino-4-(butylamino)-6-(4-(pyrrolidin-1-ylmethyl)benzyl)-6,7-dihydro-5H-pyrrolo[3,4-d]pyrimidin-5-one